ClC1=C(C=CC=C1)COC1CNCC1 3-[(2-Chlorophenyl)methoxy]pyrrolidine